C(C)N1C=NC2=C1N=NC=C2C=2C=C(C(=CC2)F)C2=C(C=C(C=C2)[C@@H](C)S(=O)(=O)C)OC |o1:24| rel-(R)-7-ethyl-4-(6-fluoro-2'-methoxy-4'-(1-(methylsulfonyl)ethyl)-[1,1'-bi-Benzene]-3-yl)-7H-imidazo[4,5-c]Pyridazine